2-((N-(sulfamoyl)amino)ethyl)piperidine-1-carboxylate S(N)(=O)(=O)NCCC1N(CCCC1)C(=O)[O-]